4-fluorophenyl-1,2-ethylene glycol FC1=CC=C(C=C1)C(CO)O